C(C1=CC=CC=C1)(=O)O[C@H](C(=O)O)[C@@H](C(=O)O)OC(C1=CC=CC=C1)=O.C1(CCCC1)CCC#N 3-cyclopentylpropanenitrile (2S,3S)-2,3-bis(benzoyloxy)succinate